2-[[5-(4-cyclopropyl-6-methoxy-pyrimidin-5-yl)pyrazolo[4,3-d]pyrimidin-1-yl]methoxy]ethyl-trimethyl-silane C1(CC1)C1=NC=NC(=C1C=1N=CC2=C(N1)C=NN2COCC[Si](C)(C)C)OC